N-((1-(6,6-dimethyl-7-oxo-7,8-dihydro-6H-pyrimido[5,4-b][1,4]oxazin-4-yl)piperidin-3-yl)methyl)sulfamide hydrochloride Cl.CC1(C(NC2=C(O1)C(=NC=N2)N2CC(CCC2)CNS(=O)(=O)N)=O)C